(L-phenylalanyl)-1-methyl-D-tryptophan N[C@@H](CC1=CC=CC=C1)C(=O)N[C@H](CC1=CN(C2=CC=CC=C12)C)C(=O)O